N-(5-(benzo[d]isothiazol-5-yl)thiazol-2-yl)-1-methylpiperidine-4-carboxamide S1N=CC2=C1C=CC(=C2)C2=CN=C(S2)NC(=O)C2CCN(CC2)C